6-chloro-4-((2s,5r)-4-((5-cyclopropyl-1,2,4-oxadiazol-3-yl)(4-fluorophenyl)methyl)-2,5-diethylpiperazin-1-yl)-1-methylpyrido[3,2-d]pyrimidin-2(1H)-one ClC=1C=CC=2N(C(N=C(C2N1)N1[C@H](CN([C@@H](C1)CC)C(C1=CC=C(C=C1)F)C1=NOC(=N1)C1CC1)CC)=O)C